E-2-propyl-heptanol C(CC)C(CO)CCCCC